C(C)(C)(C)OC(C(C)(C)ONC(=O)OC(C)(C)C)=O 2-(((tert-Butoxycarbonyl)amino)oxy)-2-methylpropanoic acid tert-butyl ester